1-benzyl-2-(2-chloro-4-methoxyphenyl)-5-isopropoxy-1H-benzo[d]imidazole C(C1=CC=CC=C1)N1C(=NC2=C1C=CC(=C2)OC(C)C)C2=C(C=C(C=C2)OC)Cl